FC1=C(CN2C(N(C(C3=C2SC(=C3CN(C)C)C3=CC=C(C=C3)[N+](=O)[O-])=O)C3=NC(=CC=C3)OCC(F)F)=O)C(=CC=C1)F 1-(2,6-difluorobenzyl)-3-(6-(2,2-difluoroethoxy)pyridin-2-yl)-5-((dimethylamino)methyl)-6-(4-nitrophenyl)thieno[2,3-d]pyrimidine-2,4(1H,3H)-dione